N1,N1,N4,N4-tetra(4-bromophenyl)benzene-1,4-diamine BrC1=CC=C(C=C1)N(C1=CC=C(C=C1)N(C1=CC=C(C=C1)Br)C1=CC=C(C=C1)Br)C1=CC=C(C=C1)Br